ClC1=C(C=C(C=C1)NC(=O)N1C2CCCC1(C2)C=2OC(=NN2)C)C2CCC2 N-(4-chloro-3-cyclobutylphenyl)-1-(5-methyl-1,3,4-oxadiazol-2-yl)-6-azabicyclo[3.1.1]heptane-6-carboxamide